Ethyl 2-(3-{[(tert-butoxy)carbonyl](hex-5-yn-1-yl)amino}-4-methylpentanoyl)-1,3-thiazole-4-carboxylate C(C)(C)(C)OC(=O)N(C(CC(=O)C=1SC=C(N1)C(=O)OCC)C(C)C)CCCCC#C